4,4-dibromo-bipyridine BrC1(CC(=NC=C1)C1=NC=CC=C1)Br